tert-butyl (6-bromo-1H-pyrrolo[3,2-b]pyridine-3-yl)carbamate BrC=1C=C2C(=NC1)C(=CN2)NC(OC(C)(C)C)=O